tert-butyl 2-(3-((4-oxo-2-thioxo-2,3,4,5-tetrahydro-1H-pyrrolo[3,2-d]pyrimidin-1-yl)methyl)pyridin-2-yl)-4-(trifluoromethyl)piperidine-1-carboxylate O=C1C2=C(N(C(N1)=S)CC=1C(=NC=CC1)C1N(CCC(C1)C(F)(F)F)C(=O)OC(C)(C)C)C=CN2